ClC1=CC2=C(C(OCC23CC3)CNC)S1 1-(2'-chloro-5'H,7'H-spiro[cyclopropane-1,4'-thieno[2,3-c]pyran]-7'-yl)-N-methyl-methylamine